stilbene-2,2'-disulphonic acid disodium salt [Na+].[Na+].C=1(C(=CC=CC1)S(=O)(=O)[O-])C=CC=1C(=CC=CC1)S(=O)(=O)[O-]